1-(5-tert-butyl-isoxazol-3-yl)-3-[4-(5-trifluoromethoxy-benzimidazol-1-yl)-phenyl]-urea C(C)(C)(C)C1=CC(=NO1)NC(=O)NC1=CC=C(C=C1)N1C=NC2=C1C=CC(=C2)OC(F)(F)F